ClC1=CC=C(C=C1)[C@H]([C@@H]1[C@H]([C@H]([C@@H](O1)N1N=CC2=C1NC=NC2=NO)O)O)O 1-((2R,3R,4S,5R)-5-((R)-(4-chlorophenyl)(hydroxy)methyl)-3,4-dihydroxytetrahydrofuran-2-yl)-1,7-dihydro-4H-pyrazolo[3,4-d]pyrimidin-4-one oxime